6-[4-[(5-Cyclopentyl-1H-pyrazol-3-yl)amino]pyrimidin-2-yl]-2,6-diazaspiro[3.3]heptane-2-carboxylic acid tert-butyl ester C(C)(C)(C)OC(=O)N1CC2(C1)CN(C2)C2=NC=CC(=N2)NC2=NNC(=C2)C2CCCC2